3-dibutylamino-N,N-dibutylpropionamide C(CCC)N(CCC(=O)N(CCCC)CCCC)CCCC